5-(3-(((1r,4r)-4-(5-chloro-2-(difluoromethyl)nicotinamido)cyclohexyl)methyl)-5-methyl-2-oxo-2,3-dihydro-1H-benzo[d]imidazol-1-yl)-N-methylpicolinamide ClC=1C=NC(=C(C(=O)NC2CCC(CC2)CN2C(N(C3=C2C=C(C=C3)C)C=3C=CC(=NC3)C(=O)NC)=O)C1)C(F)F